tert-butyl (Z)-(2-((4-(6-bromo-5-methylpyridin-3-yl)-5-oxo-4,5-dihydro-1H-1,2,4-triazol-1-yl)methyl)-3-fluoroallyl)carbamate BrC1=C(C=C(C=N1)N1C=NN(C1=O)C\C(\CNC(OC(C)(C)C)=O)=C/F)C